BrC1=CC=C(C=N1)C(C(F)(F)F)O 1-(6-bromopyridin-3-yl)-2,2,2-trifluoroethan-1-ol